O1C(CCCC1)O[C@@H](C)C=1N(C=CN1)CC1=NOC(=C1)C1=CC=C(C=C1)C#CC=1C=CC(=NC1)CN1CC(C1)O 1-((5-((4-(3-((2-((1S)-1-((tetrahydro-2H-pyran-2-yl)oxy)ethyl)-1H-imidazol-1-yl)methyl)isoxazol-5-yl)phenyl)ethynyl)pyridin-2-yl)methyl)azetidin-3-ol